N[C@H](CC(=O)O)CC=C (S)-3-(amino)-5-hexenoic acid